3-(5-((1-(4'-Fluoro-5,5-dimethyl-3,4,5,6-tetrahydro-[1,1'-biphenyl]-2-carbonyl)piperidine-4-yl)amino)-1-oxoisoindolin-2-yl)piperidine-2,6-dione FC1=CC=C(C=C1)C1=C(CCC(C1)(C)C)C(=O)N1CCC(CC1)NC=1C=C2CN(C(C2=CC1)=O)C1C(NC(CC1)=O)=O